ethyl-n-propyl para-hydroxybenzoate OC1=CC=C(C(=O)OC(CC)CC)C=C1